N-hydroxy-4-((trifluoromethyl)thio)benzamidine ONC(C1=CC=C(C=C1)SC(F)(F)F)=N